COC=1N=C2C(=CC=NC2=CC1OC)OC1=C(C=C(C=C1)NC(=O)C1=CN(C=C(C1=O)C1=CC=C(C=C1)F)C1COC1)F N-[4-[(6,7-dimethoxy-1,5-naphthyridin-4-yl)oxy]-3-fluorophenyl]-5-(4-fluorophenyl)-1-(oxetan-3-yl)-4-oxopyridine-3-carboxamide